C12(CC3CC(CC(C1)C3)C2)NC(O)=O adamantan-1-ylcarbamic acid